butyl [4-({2,3,5-trifluoro-4-[(4-methoxyphenyl)methoxy]benzamido}methyl)bicyclo[2.2.2]octan-1-yl]carbamate FC1=C(C(=O)NCC23CCC(CC2)(CC3)NC(OCCCC)=O)C=C(C(=C1F)OCC1=CC=C(C=C1)OC)F